ClC1=C(C=CC(=C1)OC1=CC=C(C=C1)Cl)C1(OCC(O1)C)CN1N=CN=C1 1-[[2-[2-chloro-4-(4-chlorophenoxy)phenyl]-4-methyl-1,3-dioxolan-2-yl]methyl]-1H-1,2,4-triazole